1,1-diethoxy-2-methyl-1,3-butadiene C(C)OC(=C(C=C)C)OCC